4,8-dioxanonanoic acid sodium salt [Na+].C(CCOCCCOC)(=O)[O-]